O(C1=CC=CC=C1)C1=C(C=CC=C1)OB(O)O (2-phenoxyphenyl)boric acid